ClC=1C(=NC(=NC1)NC1=CC=C(C=C1)N1CCN(CC1)C)C(=O)NC1=C(C=CC=C1OC)F 5-chloro-N-(2-fluoro-6-methoxyphenyl)-2-((4-(4-methylpiperazin-1-yl)phenyl)amino)pyrimidine-4-carboxamide